7-Hydroxy-5-(2-methylpiperazin-1-yl)-2,3-dihydro-1,4-benzodioxine OC=1C=C(C2=C(OCCO2)C1)N1C(CNCC1)C